5-allyl-3-(4-(tert-butyl)phenyl)-4-oxo-1-phenyl-4,5-dihydropyrrolo[1,2-a]quinoxaline-2-carbonitrile C(C=C)N1C(C=2N(C3=CC=CC=C13)C(=C(C2C2=CC=C(C=C2)C(C)(C)C)C#N)C2=CC=CC=C2)=O